[N+](=O)([O-])C1CCC2=CC=CC=C12 nitro-indane